FC(O[C@@H]1[C@H]2[C@@H](N([C@@H](C1)C2)C(=O)OC(C)(C)C)CO)F tert-butyl (1R,3R,4R,5S)-5-(difluoromethoxy)-3-(hydroxymethyl)-2-azabicyclo[2.2.1]heptane-2-carboxylate